[C@@H]1(CCC12OCCO2)N2N=CC(=C2)C=2C(=C(C=CC2)NC2=CC(=NC=C2C(=O)N)NC(=O)C2CC2)OC(F)(F)F (S)-4-((3-(1-(5,8-dioxaspiro[3.4]octan-1-yl)-1H-pyrazol-4-yl)-2-(trifluoromethoxy)phenyl)amino)-6-(cyclopropanecarboxamido)nicotinamide